4-((3S,4S)-3-Acrylamido-4-fluoropiperidin-1-yl)-5-fluoro-2,3-dimethyl-1H-indole C(C=C)(=O)N[C@H]1CN(CC[C@@H]1F)C1=C2C(=C(NC2=CC=C1F)C)C